C(C)(=O)N1C=CC2=C(C=CC=C12)N1C(C2=CC(=C(C=C2C(=C1)C(=O)N1CCCCC1)OC)OC)=O 2-(1-acetyl-1H-indol-4-yl)-6,7-dimethoxy-4-(piperidine-1-carbonyl)isoquinolin-1(2H)-one